(4-aminophenyl)-2,2,2-trifluoro-1-[5-methyl-1-(2-trimethylsilylethoxymethyl)imidazol-2-yl]ethanol NC1=CC=C(C=C1)C(C(F)(F)F)(O)C=1N(C(=CN1)C)COCC[Si](C)(C)C